C1=C(C(=CC2=NC3=CC=CC=C3N=C12)OCCCS(=O)(=O)O)OCCCS(=O)(=O)O 3,3'-(phenazine-2,3-diylbis(oxy))bis(propane-1-sulfonic acid)